3-butyl-7-chloro-3-ethyl-8-methoxy-5-phenyl-2,3,4,5-tetrahydro-1,5-benzothiazepine 1,1-dioxide C(CCC)C1(CS(C2=C(N(C1)C1=CC=CC=C1)C=C(C(=C2)OC)Cl)(=O)=O)CC